NC1=CC=CC(=N1)N1C=CC=2C(=CC=CC12)NC1=CC=C(C=C1)OC 1-(6-Aminopyridin-2-yl)-N-(4-methoxyphenyl)-1H-indol-4-amine